Di(propyl)germanium C(CC)[Ge]CCC